FC1(CCC(CC1)[C@H](NC(=O)C1=CC=NN1C(C)C)C=1N=C2N(N=CC(=C2)CN2C(N[C@H](CCC2)C)=O)C1)F |o1:31| N-((S)-(4,4-Difluorocyclohexyl)(7-(((S*)-4-methyl-2-oxo-1,3-diazepan-1-yl)methyl)imidazo[1,2-b]pyridazin-2-yl)methyl)-1-isopropyl-1H-pyrazole-5-carboxamide